CC1=CC=C(C=C1)S(=O)(=O)OCCOCCOCCOC 2-(2-(2-methoxyethoxy) ethoxy)ethyl 4-methylbenzenesulfonate